CC(C)C1=C(N=CO1)C(=O)O 5-(propan-2-yl)-1,3-oxazol-4-carboxylic acid